BrC(C(=O)OC(C(CC)Br)=O)CC bromobutyric acid anhydride